2,6-dichloro-4-iodopyridine-3,5-d2 ClC1=NC(=C(C(=C1[2H])I)[2H])Cl